(+)-Citronellal C[C@H](CCC=C(C)C)CC=O